hydroxybutyrate C(CC(=O)[O-])CO